O(F)F.[Al].[Co].[Ni] nickel cobalt aluminum oxyfluoride